ClC=1C=C(C(=NC1)NC(=O)C1(CCC(CC1)C(=O)O)C1=C(C=CC=C1)C(C)C)OC(F)F (1r,4r)-4-((5-chloro-3-(difluoromethoxy)pyridin-2-yl)carbamoyl)-4-(2-isopropylphenyl)cyclohexane-1-carboxylic acid